C1(CCC1)NC(=O)N1C=CC2=C1N=CN=C2OC2=CC=C(C=C2)NC(CC2=CC=C(C=C2)C(F)(F)F)=O N-cyclobutyl-4-(4-(2-(4-(trifluoromethyl)phenyl)acetamido)phenoxy)-7H-pyrrolo[2,3-D]pyrimidine-7-carboxamide